(R)-6-(2-(3-chlorophenyl)-2-hydroxyacetyl)-2-(1-(4-chlorophenyl)cyclopropyl)-5,6,7,8-tetrahydropyrido[4,3-d]pyrimidin-4(3H)-one ClC=1C=C(C=CC1)[C@H](C(=O)N1CC2=C(N=C(NC2=O)C2(CC2)C2=CC=C(C=C2)Cl)CC1)O